O[C@@]1(C([C@@](CCC1)(C1=C(C=C(C=C1F)F)F)NC)=O)C (2S,6R)-2-hydroxy-2-methyl-6-methylamino-6-(2,4,6-trifluorophenyl)cyclohexan-1-one